Azidosodium N(=[N+]=[N-])[Na]